CCCCCCCCCCCCCCCCC(=O)O[C@H](COC(=O)CCCCCCC/C=C\CCCCCCC)COP(=O)(O)OC[C@H](CO)O 1-(9Z-heptadecenoyl)-2-heptadecanoyl-glycero-3-phospho-(1'-sn-glycerol)